2,2'-((bicyclo[1.1.1]pentane-1,3-diylbis(methylene))bis(oxy))bis(ethan-1-amine) C12(CC(C1)(C2)COCCN)COCCN